C(CCC)C1CCC(CC1)C1=CC=C(C=C1)C1=CC=C(C(=N1)Cl)N 6-[4-(4-butylcyclohexyl)phenyl]-2-chloro-pyridin-3-amine